ClCC(=O)NC=1C=CC(=C(C1)NC(=O)C=1C=NN2C1C=NC(=C2)C=2C=NN(C2)C)F N-(5-(2-chloroacetamido)-2-fluorophenyl)-6-(1-methyl-1H-pyrazol-4-yl)pyrazolo[1,5-a]pyrazine-3-carboxamide